CC(C)C(CC(C(C)C)=O)=O 2,6-Dimethylheptane-3,5-dione